36-hydroxyhexatriacontyl myristoleate C(CCCCCCC\C=C/CCCC)(=O)OCCCCCCCCCCCCCCCCCCCCCCCCCCCCCCCCCCCCO